6-(4,4-Dimethylcyclohexyl)-N-[(2-oxo-1H-pyridin-3-yl)sulfonyl]-2-(2,4,6-trimethylphenoxy)pyridin-3-carboxamid CC1(CCC(CC1)C1=CC=C(C(=N1)OC1=C(C=C(C=C1C)C)C)C(=O)NS(=O)(=O)C=1C(NC=CC1)=O)C